N-((1R,4R)-4-(2-oxa-6-azaspiro[3.3]heptan-6-yl)cyclohexyl)-2-(3-(((3S,4R)-3-methoxytetrahydro-2H-pyran-4-yl)amino)prop-1-yn-1-yl)-1-(2,2,2-trifluoroethyl)-1H-indol-4-amine C1OCC12CN(C2)C2CCC(CC2)NC=2C=1C=C(N(C1C=CC2)CC(F)(F)F)C#CCN[C@H]2[C@@H](COCC2)OC